N-(5-((3,5-difluorophenyl)difluoromethyl)-1H-indazol-3-yl)-4-(4-methylpiperazin-1-yl)-2-((tetrahydro-2H-pyran-4-yl)amino)benzamide FC=1C=C(C=C(C1)F)C(C=1C=C2C(=NNC2=CC1)NC(C1=C(C=C(C=C1)N1CCN(CC1)C)NC1CCOCC1)=O)(F)F